C(C)CC(CC(=O)[O-])=O.C(CCCCCCCC)CC(CC(=O)[O-])=O.C(CCCCCCCC)CC(CC(=O)[O-])=O.[Al+3] aluminum bis(nonyl acetoacetate) mono(ethyl acetoacetate)